CC(C)(CCC(C)(OOC1=C(C=CC=C1)C)C)OOC1=C(C=CC=C1)C 2,5-dimethyl-2,5-di(toluylperoxy)hexane